FC1=C(C=CC(=C1)[N+](=O)[O-])N1CC(C1)CN1CCC(CC1)COC=1C=NC(=NC1)C=1C=C(CN2N=C(C=CC2=O)C=2C=C(C#N)C=CC2)C=CC1 3-(1-(3-(5-((1-((1-(2-fluoro-4-nitrophenyl)azetidin-3-yl)methyl)piperidin-4-yl)methoxy)pyrimidin-2-yl)benzyl)-6-oxo-1,6-dihydropyridazin-3-yl)benzonitrile